NC1=C(C=CC=C1)NC(CCCCCCOC=1C=C(C=C2C(=NC=NC12)C)C=1C=NC(=C(C1)F)OC)=O N-(2-aminophenyl)-7-((6-(5-fluoro-6-methoxypyridin-3-yl)-4-methylquinazolin-8-yl)oxy)heptanamide